C(C)(C)C1=C(NC2=CC=C(C=C12)C1CCN(CC1)C(CCOC)=O)C1=CC(=NC=C1)C 1-(4-(3-isopropyl-2-(2-methylpyridin-4-yl)-1H-indol-5-yl)piperidin-1-yl)-3-methoxypropan-1-one